FC(C(C=C)(F)F)(Br)F tetrafluoro-4-bromo-1-butene